C[C@@H]1CN(CC[C@@H]1NC1=NC=C(C(=N1)C=1C=NN(C1)C=1C(=NC(=CC1)CNC)C)C#N)S(=O)(=O)C=1N=CN(C1)C 2-(((3R,4S)-3-Methyl-1-((1-methyl-1H-imidazol-4-yl)sulfonyl)piperidin-4-yl)amino)-4-(1-(2-methyl-6-((methylamino)methyl)pyridin-3-yl)-1H-pyrazol-4-yl)pyrimidine-5-carbonitrile